(2S,3R)-N-(2-amino-3-fluoro-4-((4-(trifluoromethyl)benzyl)amino)phenyl)-2,3-difluoroundecanamide NC1=C(C=CC(=C1F)NCC1=CC=C(C=C1)C(F)(F)F)NC([C@@H]([C@@H](CCCCCCCC)F)F)=O